(4S,5R)-1-(3-(Difluoromethyl)-4-fluorophenyl)-5-fluoro-3-((trifluoromethyl)sulfonyl)-4,5,6,7-tetrahydro-1H-indol-4-ol FC(C=1C=C(C=CC1F)N1C=C(C=2[C@@H]([C@@H](CCC12)F)O)S(=O)(=O)C(F)(F)F)F